CC=1N=C(C2=C(N1)OC=C2C(=O)N2N=C(C(=C2C)C)C)NC2(CC2)C methyl-N-(1-methylcyclopropyl)-5-(trimethyl-1H-pyrazole-1-carbonyl)furo[2,3-d]pyrimidin-4-amine